Nα-Benzoyl-L-arginine-ethyl ester HCl Cl.C(C)OC([C@@H](NC(C1=CC=CC=C1)=O)CCCNC(N)=N)=O